2-(4-(2-((4-methoxybenzyl)oxy)thiazol-4-yl)cyclohex-3-en-1-yl)ethan-1-ol COC1=CC=C(COC=2SC=C(N2)C2=CCC(CC2)CCO)C=C1